tert-butyl ((3R,4R)-1-(5-(3-cyano-6-ethoxypyrazolo[1,5-a]pyridin-4-yl)pyridin-2-yl)-3-hydroxypiperidin-4-yl)carbamate C(#N)C=1C=NN2C1C(=CC(=C2)OCC)C=2C=CC(=NC2)N2C[C@H]([C@@H](CC2)NC(OC(C)(C)C)=O)O